1-[(1S,4R,6S)-2-azabicyclo[2.2.1]hept-6-yloxy]-7-(prop-2-yloxy)isoquinoline-6-carboxamide [C@@H]12NC[C@@H](C[C@@H]1OC1=NC=CC3=CC(=C(C=C13)OC(C)C)C(=O)N)C2